Dimethyl 2-(6-chloro-5-(1,3-dioxan-2-yl)-2-methylpyrimidin-4-yl)malonate ClC1=C(C(=NC(=N1)C)C(C(=O)OC)C(=O)OC)C1OCCCO1